3-chloro-6-[(6-chloro-3-morpholinesulfonyl-4-quinolinyl)amino]-2-methoxy-benzoic acid ClC=1C(=C(C(=O)O)C(=CC1)NC1=C(C=NC2=CC=C(C=C12)Cl)S(=O)(=O)N1CCOCC1)OC